2-fluoro-5-methyl-4-(4,4,5,5-tetramethyl-1,3,2-dioxaborolan-2-yl)pyridine FC1=NC=C(C(=C1)B1OC(C(O1)(C)C)(C)C)C